ClC=1C=C2C=C(NC2=CC1OCC=1N=CSC1)CNC(C(C)(C)C)=O N-((5-chloro-6-(thiazol-4-ylmethoxy)-1H-indol-2-yl)methyl)pivalamide